[Cl-].C12(CC3CC(CC(C1)C3)C2)C2=CC=CC=3N2C=[N+](C3)C3=C(C=C(C=C3C)C)C 5-(adamantan-1-yl)-2-mesitylimidazo[1,5-a]pyridin-2-ium chloride